ClC=1C(=CC(=C(C1O)S(=O)C1=C(C=C(C(=C1O)Cl)O)O)O)O Bis(5-chloro-2,4,6-trihydroxyphenyl) sulfoxide